C(C)N1C(=O)N(C(=O)C=C1)CC 1,3-diethyluracil